ClC1=NC=CC2=C1CN(C2=O)CC2=CC=CC=C2 4-chloro-2-benzyl-2,3-dihydro-1H-pyrrolo-[3,4-c]pyridin-1-one